isobutyloctadecyl phosphate P(=O)(OC(CCCCCCCCCCCCCCCCC)CC(C)C)([O-])[O-]